CN(C(CCC1=CC=CC=C1)=O)C1=CC=CC=C1 N-methyl-N,3-diphenylpropioamide